2,7-dimethylimidazo[1,2-a]pyridin-6-amine hydrochloride Cl.CC=1N=C2N(C=C(C(=C2)C)N)C1